1-amino-3,3-difluoro-N-(5-{1-[4-(trifluoro-methyl)phenyl]-1H-pyrazol-4-yl}-1H-indol-3-yl)cyclobutane-1-carboxamide NC1(CC(C1)(F)F)C(=O)NC1=CNC2=CC=C(C=C12)C=1C=NN(C1)C1=CC=C(C=C1)C(F)(F)F